FC1=C2NC(C(NC2=C(C=C1F)C)=O)(C)C 5,6-difluoro-3,3,8-trimethyl-3,4-dihydroquinoxalin-2(1H)-one